(2S,5r)-N-(3-amino-3-oxo-propyl)-6-hydroxy-3-methyl-7-oxo-1,6-diazabicyclo[3.2.1]oct-3-ene-2-carboxamide NC(CCNC(=O)[C@H]1N2C(N([C@H](C=C1C)C2)O)=O)=O